CC1=NC=2N(C(=C1C)O)N=CC2 5,6-Dimethyl-7-hydroxy-pyrazolo[1,5-a]pyrimidine